sodium 2,3-epoxypropyl phosphate P(=O)(OCC1CO1)([O-])[O-].[Na+].[Na+]